C(C=C)(=O)ON1C(C=2C(C1=O)=CC=CC2)=O N-(acryloyloxy)-phthalimide